C(C)(C)(C)OC(NC=1SC(=CC1N)P(=O)(OOC)OOC)=O (3-amino-5-(dimethoxyphosphono)thiophen-2-yl)carbamic acid tert-butyl ester